OCC1(CNCC1)NC(=O)C=1N=C(SC1)NC1=NC=CC(=N1)NC1=NC(=NC=C1)C1=NC(=CC=C1)C N-[3-(hydroxymethyl)pyrrolidin-3-yl]-2-[[4-[[2-(6-methyl-2-pyridyl)pyrimidin-4-yl]amino]pyrimidin-2-yl]amino]thiazole-4-carboxamide